((cycloocta-2-yn-1-yloxy)carbonyl)-N-methylglycine C1(C#CCCCCC1)OC(=O)N(CC(=O)O)C